(S)-5-(3-(2-chloro-7-(1-methoxyethyl)pyrazolo[1,5-a]pyrimidin-6-yl)ureido)-n-methoxy-3-(trifluoromethyl)pyridineamide ClC1=NN2C(N=CC(=C2[C@H](C)OC)NC(NC=2C=C(C(=NC2)C(=O)NOC)C(F)(F)F)=O)=C1